NC=1C=2N(C3=CC(=CC=C3N1)C(=O)N1C(COCC1)C1=NC=C(C=C1)C(F)(F)F)N=NN2 (4-aminotetrazolo[1,5-a]quinoxalin-8-yl)(3-(5-(trifluoromethyl)pyridin-2-yl)morpholino)methanone